O=C1C2(CCC(=C1)C2(C)C)C 2-oxo-3-bornylene